(R)-N-(2-chloro-4-(trifluoromethyl)phenyl)-2-(2-(4,7-dihydro-5H-thieno[2,3-c]pyran-2-yl)-5-ethyl-6-(3-methylpiperazin-1-yl)-7-oxo-[1,2,4]triazolo[1,5-a]pyrimidin-4(7H)-yl)acetamide ClC1=C(C=CC(=C1)C(F)(F)F)NC(CN1C=2N(C(C(=C1CC)N1C[C@H](NCC1)C)=O)N=C(N2)C2=CC1=C(COCC1)S2)=O